C(C)NC1=C2C(N(C(C2=CC=C1)=O)C1C(NC(CC1)=O)=O)=O 4-((ethyl)amino)-2-(2,6-dioxopiperidin-3-yl)isoindoline-1,3-dione